3-(3-chloro-1-oxopropyl)-1H-indole-5-carbonitrile ClCCC(=O)C1=CNC2=CC=C(C=C12)C#N